N'-ethyl-N-(2-methoxyethyl)pyridin-2,5-diamine C(C)NC=1C=CC(=NC1)NCCOC